N-(Benzo[c][1,2,5]oxadiazol-5-yl)-1-(1-sulfoxy-1,2-dihydroisoquinolin-5-yl)-5-(Trifluoromethyl)-1H-pyrazole-4-carboxamide N=1ON=C2C1C=CC(=C2)NC(=O)C=2C=NN(C2C(F)(F)F)C2=C1C=CNC(C1=CC=C2)OS(=O)(=O)O